3,3-dimethyl-1H-pyrrolo[3,2-b]Pyridin-2-one CC1(C(NC=2C1=NC=CC2)=O)C